OC1C(=CC=C(C1O)C(=O)O)C(C)C.FC=1C=C(C=CC1F)N[C@@H](C)C(=O)O 3,4-difluorophenyl-alanine 5,6-dihydroxy-4-isopropylcyclohexa-1,3-dienecarboxylate